[C@H]1(CCC2=CC=CC=C12)NC1=CC=CC2=C1SC(=C2)C=O (R)-7-((2,3-dihydro-1H-inden-1-yl)amino)benzo[b]thiophene-2-carbaldehyde